FC(C(C)C)(F)C=1C=C(C(=C(C1)N1C[C@@H](N(CC1)CC=1N=NC=CC1)C)C=1N=NNN1)F (S)-3-((4-(5-(1,1-difluoro-2-methylpropyl)-3-fluoro-2-(2H-tetrazol-5-yl)phenyl)-2-methylpiperazin-1-yl)methyl)pyridazine